C(C1=CC=CC=C1)N1CCC(CC1)(CO)CCNC(=O)N1[C@@H](CN(CC1)C1=CC(=C(C=C1)F)C#N)C (2R)-N-{2-[1-benzyl-4-(hydroxymethyl)piperidin-4-yl]ethyl}-4-(3-cyano-4-fluorophenyl)-2-methylpiperazine-1-carboxamide